FC1(COC1)[C@@H](C=1C=C(C=CC1)N1C(C2=CC(=CC(=C2C1)C(F)(F)F)CNC1(CCC1)C)=O)C1=NN=CN1C (S)-2-(3-((3-fluorooxetan-3-yl)(4-methyl-4H-1,2,4-triazol-3-yl)methyl)phenyl)-6-(((1-methylcyclobutyl)amino)methyl)-4-(trifluoromethyl)isoindolin-1-one